C(C)N=C=NCCCN(C)C 3-{[(Ethylimino)methylidene]amino}-N,N-dimethylpropan-1-amine